BrC1=CC=C(C(=C1C#N)F)O[C@@H]1COCC1 (S)-6-bromo-2-fluoro-3-((tetrahydrofuran-3-yl)oxy)benzonitrile